ClC1=C(C(=CC=C1)[N+](=O)[O-])N[C@H]1CN(CCCC1)C(=O)OC(C)(C)C tert-butyl (R)-3-((2-chloro-6-nitrophenyl)amino)azepane-1-carboxylate